3-chloro-1,3-propanediol ClC(CCO)O